2-[2-(4-bromo-2,6-dimethylphenyl)-4-oxo-4,5-dihydro-2H-pyrazolo[3,4-d]pyrimidin-6-yl]propanoic acid BrC1=CC(=C(C(=C1)C)N1N=C2N=C(NC(C2=C1)=O)C(C(=O)O)C)C